BrC1=CC=C2C(OCC2=C1)(C)C=CCC 6-bromo-3-buten-1-yl-3-methylisobenzofuran